[N+](=O)([O-])C=1C=C(C=O)C=C(C1OC)OC 3-nitro-4,5-dimethoxybenzaldehyde